FC1=CC=C(CCNC2CCC3=CC(=CC=C23)/C=C/C(=O)NO)C=C1 ((E)-3-(1-((4-fluorophenethyl)amino)-2,3-dihydro-1H-inden-5-yl)-N-hydroxyacrylamide)